6-iodo-3,4-dihydro-naphthalen-1(2H)-one IC=1C=C2CCCC(C2=CC1)=O